(S)-1-(1-(5-fluoro-3-methylbenzofuran-2-yl)-2-methylpropyl)-3-(pyridin-3-yl)urea FC=1C=CC2=C(C(=C(O2)[C@H](C(C)C)NC(=O)NC=2C=NC=CC2)C)C1